4-[(2,4-dichloro-5-pyrimidinyl)methyl]-3-morpholinone ClC1=NC=C(C(=N1)Cl)CN1C(COCC1)=O